(2R)-6-chloro-4-oxo-N-[3-(2-{[6-(trifluoromethyl)pyridin-3-yl]oxy}acetamido)bicyclo[1.1.1]pentan-1-yl]-3,4-dihydro-2H-1-benzopyran-2-carboxamide ClC=1C=CC2=C(C(C[C@@H](O2)C(=O)NC23CC(C2)(C3)NC(COC=3C=NC(=CC3)C(F)(F)F)=O)=O)C1